2-[[1-[(2-Chlorophenyl)methyl]-5-[3-(trifluoromethyl)phenyl]pyrazol-3-yl]methoxy]-2-methyl-propanoic acid ClC1=C(C=CC=C1)CN1N=C(C=C1C1=CC(=CC=C1)C(F)(F)F)COC(C(=O)O)(C)C